C(C)(C)(C)C1=C(C(=CC=C1C)O)C(C)(C)C di-t-butyl-para-cresol